ClC1=C(C=CC(=C1)Cl)[C@@H](C)OC1=NC(=NC2=NC=CN=C12)N1CC(C1)[C@@H]1CN(CCC1)CCO 2-((R)-3-(1-(4-((R)-1-(2,4-dichlorophenyl)ethoxy)pteridin-2-yl)azetidin-3-yl)piperidin-1-yl)ethan-1-ol